8-(((tert-butyldimethylsilyl)oxy)methyl)-6-chloro-2-methylimidazo[1,2-b]pyridazine [Si](C)(C)(C(C)(C)C)OCC=1C=2N(N=C(C1)Cl)C=C(N2)C